ClC1=NC=C(C(=N1)C#CC1=CN=C(N1C(C)C)C(C)=O)Cl 1-(5-((2,5-dichloropyrimidin-4-yl)ethynyl)-1-isopropyl-1H-imidazol-2-yl)ethane-1-one